C(C)OC(=O)C=1C=NC2=CN=C(C=C2C1O)Cl 6-chloro-4-hydroxy-1,7-naphthyridine-3-carboxylic acid ethyl ester